Nα-(L-glycyl)-1-methyl-D-tryptophan NCC(=O)N[C@H](CC1=CN(C2=CC=CC=C12)C)C(=O)O